C(C)(C)(C)OC(=O)N1[C@@H](C[C@H](CC1)N1N=CC=2C(=NC=3C(=C(C(=CC3C21)C)Br)F)OC[C@H]2N(CCC2)C)CC#N (2S,4S)-4-(7-bromo-6-fluoro-8-methyl-4-(((S)-1-methylpyrrolidin-2-yl)methoxy)-1H-pyrazolo[4,3-c]quinolin-1-yl)-2-(cyanomethyl)piperidine-1-carboxylic acid tert-butyl ester